tert-butyl (S)-2-((2-(2,6-difluoro-4-(methylcarbamoyl)phenyl)-7-methylimidazo[1,2-c]pyrimidin-3-yl)methyl)morpholine-4-carboxylate FC1=C(C(=CC(=C1)C(NC)=O)F)C=1N=C2N(C=NC(=C2)C)C1C[C@H]1CN(CCO1)C(=O)OC(C)(C)C